BrC1=CC2=C(N(C(=N2)NC2=CC=C(C(=O)NO)C=C2)C(C)C)C=C1 4-(5-Bromo-1-isopropyl-1H-benzo[d]imidazol-2-ylamino)-N-hydroxybenzoamide